C(C)(=O)NC1=NC(N(C=C1)[C@@H]1OC[C@@H]([C@H]1OC(C1=CC=CC=C1)=O)O)=O benzoic acid (2R,3R,4S)-2-(4-acetamido-2-oxopyrimidin-1(2H)-yl)-4-hydroxytetrahydrofuran-3-yl ester